4-[3-[2-(hydroxymethyl)-1-(p-tolylsulfonyl)-3-(trifluoromethyl)pyrrolo[2,3-b]pyridin-5-yl]phenyl]morpholin-3-one OCC1=C(C=2C(=NC=C(C2)C=2C=C(C=CC2)N2C(COCC2)=O)N1S(=O)(=O)C1=CC=C(C=C1)C)C(F)(F)F